4-(2-hydroxy-5H-oxaborol-3-yl)phenol OB1OCC=C1C1=CC=C(C=C1)O